NCCCN Aminopropyl-Amine